COC(=O)C1=NN2C(N=CC=C2C2=CC(=C(C=C2)F)F)=C1 7-(3,4-difluorophenyl)pyrazolo[1,5-a]Pyrimidine-2-carboxylic acid methyl ester